C(#N)C=1C=NN(C1)C1=C(C=C(C=C1)NC(CC1=C(C=CC=C1)C(C)C)=O)S(N)(=O)=O N-[4-(4-cyano-1H-pyrazol-1-yl)-3-sulfamoylphenyl]-2-[2-(prop-2-yl)phenyl]acetamide